C(CCCC)SC1=NC(=CC(=N1)O)O 2-pentylthiopyrimidine-4,6-diol